2-(2'-hydroxy-5'-tert-butylphenyl)-5-chloro-benzotriazole OC1=C(C=C(C=C1)C(C)(C)C)N1N=C2C(=N1)C=CC(=C2)Cl